(S)-4-(5-((2-chlorophenyl)amino)-6-fluoro-1H-indazol-1-yl)-N-(tetrahydrofuran-3-yl)thiophene-2-carboxamide ClC1=C(C=CC=C1)NC=1C=C2C=NN(C2=CC1F)C=1C=C(SC1)C(=O)N[C@@H]1COCC1